O=C1CCN(CC1)CC1=CC=C(C=C1)C1=C2C(=NC(=C1)NC(=O)C1CC1)NC=C2 N-(4-(4-((4-oxopiperidin-1-yl)methyl)phenyl)-1H-pyrrolo[2,3-b]pyridin-6-yl)cyclopropylcarboxamide